5-chloro-7-((2S,5R)-4-((S)-(4-chlorophenyl)((S)-2,2-difluorocyclopropyl)methyl)-5-ethyl-2-methylpiperazin-1-yl)-3-(((R)-tetrahydrofuran-2-yl)methyl)-3H-[1,2,3]triazolo[4,5-d]pyrimidine ClC=1N=C(C2=C(N1)N(N=N2)C[C@@H]2OCCC2)N2[C@H](CN([C@@H](C2)CC)[C@@H]([C@H]2C(C2)(F)F)C2=CC=C(C=C2)Cl)C